C[C@H]1[C@H]([C@H](C[C@@H](O1)O[C@H]2C[C@@](CC3=C2C(=C4C(=C3O)C(=O)C5=C(C4=O)C(=CC=C5)OC)O)(C(C)O)O)[NH3+])O The molecule is an organic cation that is the conjugate acid of 13-dihydrodaunorubicin, obtained by protonation of the primary amino function. It is an ammonium ion derivative and an organic cation. It is a conjugate acid of a 13-dihydrodaunorubicin.